C(C)OC([C@H](CC(=O)C1=CC2=C(S1)C=C(C(=C2F)Br)OC)C)=O.ClC2=NC=C(C(=O)NOC)C(=C2)NC=2C=NC=CC2NS(=O)(=O)C 6-chloro-N-methoxy-4-((4-(N-methylsulfonylamino)pyridin-3-yl)amino)nicotinamide ethyl-(S)-4-(5-bromo-4-fluoro-6-methoxybenzo[b]thiophen-2-yl)-2-methyl-4-oxobutanoate